N-(2-chloro-3-(2,3-dichloropyridin-4-yl)phenyl)-5-(2-hydroxyethyl)-1-methyl-4,5,6,7-tetrahydro-1H-imidazo[4,5-c]pyridine-2-carboxamide ClC1=C(C=CC=C1C1=C(C(=NC=C1)Cl)Cl)NC(=O)C=1N(C2=C(CN(CC2)CCO)N1)C